CN(C1(COC1)C=1C=CC(=C(NC2=NNC3=CC(=CC=C23)[C@@H]2C[C@@]23C(NC2=CC=C(C=C32)OC)=O)C1)OC)C (1R,2S)-2-(3-{5-[3-(dimethylamino)oxetan-3-yl]-2-methoxyanilino}-1H-indazol-6-yl)-5'-methoxyspiro[cyclopropane-1,3'-indol]-2'(1'H)-one